imidazo[1,2-a][1,3]diazepin N1=CCN2C1=NC=CC=C2